methyl 2-amino-3-fluoro-5-(trifluoromethyl)benzoate NC1=C(C(=O)OC)C=C(C=C1F)C(F)(F)F